2-{3-(naphthalen-1-yl)phenyl}-4-{4-(phenanthren-9-yl)phenyl}-6-{4-(pyridin-3-yl)phenyl}pyrimidine C1(=CC=CC2=CC=CC=C12)C=1C=C(C=CC1)C1=NC(=CC(=N1)C1=CC=C(C=C1)C=1C2=CC=CC=C2C=2C=CC=CC2C1)C1=CC=C(C=C1)C=1C=NC=CC1